FC1=CC2=C(N=NN(C2=O)C2C(NC(CC2)=O)=O)C=C1 3-(6-fluoro-4-oxobenzo[d][1,2,3]triazin-3(4H)-yl)piperidine-2,6-dione